FC1=C(C(=O)O)C(=CC(=C1)CCCCCCC)F 2,6-difluoro-4-heptylbenzoic acid